4-Methyl-5-{3-methyl-7-[6-(morpholine-4-carbonyl)-pyridin-3-ylamino]-3H-imidazo[4,5-b]pyridin-5-yloxy}-pyridine-2-carbonitrile CC1=CC(=NC=C1OC1=CC(=C2C(=N1)N(C=N2)C)NC=2C=NC(=CC2)C(=O)N2CCOCC2)C#N